C(C)(C)(C)OC(C(C(=O)N[C@H](C(=O)NC(CC1C(NCC1)=O)C(N)=O)CC(C)C)NC(C(F)F)=O)C (2S)-2-[3-(tert-butoxy)-2-(2,2-difluoroacetamido)butanamido]-N-[1-carbamoyl-2-(2-oxopyrrolidin-3-yl)ethyl]-4-methylpentanamide